C(C)N1CCC2(N=C(C=N2)C2=CC=C(C=C2)C)CC1 8-Ethyl-3-(p-tolyl)-1,4,8-triazaspiro[4.5]decane-1,3-dien